[Na].[Na].C(CCCCCCC\C=C/CCCCCCCC)(=O)N(CCN(CC(=O)O)CC(=O)O)CCO N-oleoyl-N-hydroxyethyl-N',N'-dicarboxymethylethylenediamine disodium